1-(4,4,5,5-tetramethyl-1,3,2-dioxaborolan-2-yl)piperidin-4-ol CC1(OB(OC1(C)C)N1CCC(CC1)O)C